N'-(3-Fluoropyridin-2-yl)-3-(6-methylpyridin-3-yl)prop-2-ynehydrazide FC=1C(=NC=CC1)NNC(C#CC=1C=NC(=CC1)C)=O